6-fluorohexanoic acid methyl ester COC(CCCCCF)=O